C(C)C1=C(C=C(C(=C1)O)F)C1=CC=C2C(=NNC2=C1)C=1NC=C(N1)CNC(=O)N1CCOCC1 N-((2-(6-(2-Ethyl-5-Fluoro-4-Hydroxyphenyl)-1H-Indazol-3-yl)-1H-Imidazol-4-yl)methyl)morpholin-4-Carboxamid